({[(2R,3S,4R,5R)-5-[2-chloro-6-(cyclopentylamino)-9H-purin-9-yl]-3,4-dihydroxy-4-methyloxacyclopent-2-yl]methoxy}methyl)phosphonic acid ClC1=NC(=C2N=CN(C2=N1)[C@H]1[C@]([C@H]([C@H](O1)COCP(O)(O)=O)O)(C)O)NC1CCCC1